2-(3,4-dihydroxyphenyl)hexylamine OC=1C=C(C=CC1O)C(CN)CCCC